(S)-2-hydroxy-3-methoxyl-3,3-diphenyl-propionic acid O[C@H](C(=O)O)C(C1=CC=CC=C1)(C1=CC=CC=C1)OC